3-(4-(pyridin-4-yl)thiazol-2-yl)urea N1=CC=C(C=C1)C=1N=C(SC1)NC(N)=O